(R)-2-((S)-2-((tert-Butoxycarbonyl)(methyl)amino)-N,4-dimethylvaleramido)-4-(3-phenyl-1,2,4-oxadiazol-5-yl)butanoic acid C(C)(C)(C)OC(=O)N([C@H](C(=O)N(C)[C@@H](C(=O)O)CCC1=NC(=NO1)C1=CC=CC=C1)CC(C)C)C